NC1=CC2=NC3=CC=C(C=C3OC2=CC1=O)Cl 2-amino-7-chlorophenoxazin-3-one